B([O-])([O-])[O-].[Li+].C(C(=O)F)(=O)F.[Li+].[Li+] difluoro-oxalic acid lithium borate salt